(2-fluoro-5-hydroxyphenyl)(6-(3-(6-methoxypyridin-3-yl)-5-(trifluoromethyl)-1H-pyrazol-1-yl)-2-azaspiro[3.3]heptan-2-yl)methanone FC1=C(C=C(C=C1)O)C(=O)N1CC2(C1)CC(C2)N2N=C(C=C2C(F)(F)F)C=2C=NC(=CC2)OC